tert-butyl (S)-2-(((4-methyl-3-(((R)-1-(naphthalen-1-yl)ethyl) carbamoyl) phenyl) amino) methyl)pyrrolidine-1-carboxylate CC1=C(C=C(C=C1)NC[C@H]1N(CCC1)C(=O)OC(C)(C)C)C(N[C@H](C)C1=CC=CC2=CC=CC=C12)=O